N[C@@H]1CN(CC[C@H]1F)C1=NC2=C(N1CC1=C(C=C(C#N)C=C1)OC(F)F)C=C(C(=C2)F)F 4-((2-((3R,4R)-3-amino-4-fluoro-1-piperidinyl)-5,6-difluoro-1H-benzimidazol-1-yl)methyl)-3-(difluoromethoxy)benzonitrile